C(#N)C=1C=CC(=C(C1)C=1SC=C(N1)C(=O)OCC)C(=O)N1CCC(CC1)(F)F ethyl 2-[5-cyano-2-(4,4-difluoropiperidine-1-carbonyl)phenyl]thiazole-4-carboxylate